The molecule is a 3-(1-methylpyrrolidin-2-yl)pyridine in which the chiral centre has R-configuration. It is a conjugate base of a (R)-nicotinium(1+). It is an enantiomer of a (S)-nicotine. CN1CCC[C@@H]1C2=CN=CC=C2